FC=1C=2N(C=C(C1)NC(=O)C1=CC=C(C3=C1N=CN3COCC[Si](C)(C)C)NC(=O)C3N(CCC3)C(=O)OC(C)(C)C)C=C(N2)C tert-butyl 2-[[7-[(8-fluoro-2-methyl-imidazo[1,2-a]pyridin-6-yl)carbamoyl]-3-(2-trimethylsilylethoxymethyl)benzimidazol-4-yl]carbamoyl]pyrrolidine-1-carboxylate